FC(C(=O)O)(F)F.FC(C(=O)O)(F)F.C(C)N1N=C2C(=CC=C(C2=C1)N1C[C@@H]([C@@H](C1)NC)F)C(=O)NC=1C=C(C=2N(C1)C=C(N2)C)F cis-2-ethyl-N-(8-fluoro-2-methylimidazo[1,2-a]pyridin-6-yl)-4-((3S,4R)-3-fluoro-4-(methylamino)pyrrolidin-1-yl)-2H-indazole-7-carboxamide bis(2,2,2-trifluoroacetate)